FC1(CNCC[C@H]1C1=CC(=C(C=C1)C1=C2C=C(NC2=C(C(=C1)C=1CN(CCC1)C(C(C)C)=O)F)C(=O)N(C)C)F)F (S)-4-(4-(3,3-difluoropiperidin-4-yl)-2-fluorophenyl)-7-fluoro-6-(1-isobutyryl-1,2,5,6-tetrahydropyridin-3-yl)-N,N-dimethyl-1H-indole-2-carboxamide